1-{2-[(R)-1-(fluoromethyl)-2-hydroxyethoxy]-5-bromo-4-fluorophenyl}-1-ethanone FC[C@@H](CO)OC1=C(C=C(C(=C1)F)Br)C(C)=O